methanesulfonic anhydride (methylsulfonyl methanesulfonate) CS(=O)(=O)CS(=O)(=O)O.CS(=O)(=O)OS(=O)(=O)C